(S)-2-(4-(2-acetyl-5-chlorophenyl)-3-methoxy-6-oxopyridazin-1(6H)-yl)-N-(2-oxoindolin-5-yl)-3-phenylacrylamide C(C)(=O)C1=C(C=C(C=C1)Cl)C=1C(=NN(C(C1)=O)C(C(=O)NC=1C=C2CC(NC2=CC1)=O)=CC1=CC=CC=C1)OC